C(C)(C)(C)OC(=O)N1CC2=CC=CC=C2C(C1)O 4-Hydroxy-3,4-dihydro-1H-isoquinoline-2-carboxylic acid tert-butyl ester